3,3'-Pentamethylenebis(5-pentylthio-1,2,4-triazole) C(CCCC)SC1=NC(=NN1)CCCCCC1=NNC(=N1)SCCCCC